(4-(4-(3H-imidazo[4,5-b]pyridin-7-yl)-1H-pyrazol-1-yl)-3-fluorophenyl)acetonitrile N1=CNC2=NC=CC(=C21)C=2C=NN(C2)C2=C(C=C(C=C2)CC#N)F